(R)-3-(Hydroxymethyl)-1,4-oxazepan-5-one OC[C@@H]1COCCC(N1)=O